3-((2-(1,3-dioxolan-2-yl)-3-((4-methoxybenzyl)oxy)benzyl)oxy)-1-methyl-1H-pyrazole-5-carboxylic acid O1C(OCC1)C1=C(COC2=NN(C(=C2)C(=O)O)C)C=CC=C1OCC1=CC=C(C=C1)OC